lithium (S)-7,7-difluoro-4-((3-methylpiperidin-1-yl)methyl)-6,7-dihydro-5H-cyclopenta[b]pyridine-2-carboxylate FC1(CCC=2C1=NC(=CC2CN2C[C@H](CCC2)C)C(=O)[O-])F.[Li+]